C(C)(C)(CC(C)(C)C)C=1C(=C(C=CC1)NC1=CC=CC=C1)C(C)(C)CC(C)(C)C Di-tert-octyldiphenylamin